3,4-di(diisopropyl-phosphino)-thiophene C(C)(C)P(C1=CSC=C1P(C(C)C)C(C)C)C(C)C